1-cyclopropyl-6-(4-(3,3-dimethylazetidin-1-yl)pyrrolo[2,1-f][1,2,4]triazin-5-yl)-2-methyl-1H-imidazo[4,5-b]pyridine C1(CC1)N1C(=NC2=NC=C(C=C21)C=2C=CN1N=CN=C(C12)N1CC(C1)(C)C)C